CC=1NC=2N(C(C1C=1C=C3N=CC=NC3=CC1)=O)N=C(C2C2=CC=CC=C2)C2=CC=CC=C2 5-methyl-2,3-diphenyl-6-(quinoxalin-6-yl)pyrazolo[1,5-a]pyrimidin-7(4H)-one